tert-butyl 3-(toluenesulfonyloxy)azetidin-1-carboxylate C(C1=CC=CC=C1)S(=O)(=O)OC1CN(C1)C(=O)OC(C)(C)C